6-fluoro-1,4-diazepane-1-carboxylic acid tert-butyl ester C(C)(C)(C)OC(=O)N1CCNCC(C1)F